C(C)C(CN(CN1N=C(N=N1)C1=CC=CC=C1)CC(CCCC)CC)CCCC 2-ethyl-N-(2-ethylhexyl)-N-((5-phenyl-2H-tetrazol-2-yl)methyl)hexane-1-amine